FC(C(=O)O)(F)F.FC=1C=CC2=C(OCCN2C(=O)[C@@H]2CCC(N2)=O)C1 (S)-5-(7-fluoro-3,4-dihydro-2H-benzo[b][1,4]oxazine-4-carbonyl)pyrrolidin-2-one trifluoroacetic acid salt